C(C)(C)(C)NCCCC t-butyl-butylamine